FC1=CC=CC=2C(=N[C@@H](C(NC21)=O)NC(=O)C2=C(N=C1N2N=CC=C1)C1=CC=CC=C1)C1=CC=CC=C1 N-[(3S)-9-fluoro-2-oxo-5-phenyl-1,3-dihydro-1,4-benzodiazepine-3-Yl]-2-phenylimidazo[1,2-b]pyridazine-3-carboxamide